5-benzyloxy-2-(4-bromo-2,6-dichloro-phenoxy)-4-cyclobutylsulfonyl-pyridine C(C1=CC=CC=C1)OC=1C(=CC(=NC1)OC1=C(C=C(C=C1Cl)Br)Cl)S(=O)(=O)C1CCC1